Cl.N[C@H](CNC(=O)C=1NC2=CC(=CC=C2C1)C1=C(C=C(C=C1)F)F)CCCN (S)-N-(2,5-diaminopentyl)-6-(2,4-difluorophenyl)-1H-indole-2-carboxamide hydrogen chloride salt